OC(CCCCCCCCCCCCCCC(=O)O)CC=CCC=CCCCCCCCC 16-Hydroxytriaconta-18,21-dienoic acid